2-(furan-2-yl)-5-(3-((4-(5-(trifluoromethyl)pyridin-2-yl)piperazin-1-yl)methyl)piperidine-1-yl)-[1,2,4]triazolo[1,5-a][1,3,5]triazine-7-amine O1C(=CC=C1)C1=NN2C(N=C(N=C2N)N2CC(CCC2)CN2CCN(CC2)C2=NC=C(C=C2)C(F)(F)F)=N1